C[C@@]1(C(N(CC1)C1=CC=CC=C1)=O)C1=CC=CC=C1 (S)-3-Methyl-1,3-diphenyl-2-pyrrolidone